5-[(2R)-2-(1-cyclopropylpyrazol-4-yl)tetrahydropyran-4-yl]-N,N-dimethyl-7-phenoxy-thiazolo[4,5-d]pyrimidin-2-amine C1(CC1)N1N=CC(=C1)[C@@H]1OCCC(C1)C=1N=C(C2=C(N1)N=C(S2)N(C)C)OC2=CC=CC=C2